S1C(=NC2=C1C=CC=C2)NC2=C(C1=C(N=N2)N(CCC1)C=1SC(=C(N1)C(=O)O)CCCOC1=C(C=C(C=C1)C#CC(C)N1CCN(CC1)C)F)C 2-[3-(1,3-Benzothiazol-2-ylamino)-4-methyl-6,7-dihydro-5H-pyrido(2,3-c)pyridazin-8-yl]-5-[3-[2-fluoro-4-[3-(4-methylpiperazin-1-yl)but-1-ynyl]phenoxy]propyl]thiazole-4-carboxylic acid